ClC=1C(=NC(=C(C(=O)NC=2C(=NC(=CC2)OC)C)C1)NC1=C(C=C(C=C1)F)C)C#N 5-chloro-6-cyano-2-((4-fluoro-2-methylphenyl)amino)-N-(6-methoxy-2-methylpyridin-3-yl)nicotinamide